C(#N)C=1C(=CC(=C2CC(OC21)C)C(=O)OC)F methyl 7-cyano-6-fluoro-2-methyl-2,3-dihydrobenzofuran-4-carboxylate